ClC1=CC(=C(C=C1F)C(N)C1(COC1)F)F 4-chloro-2,5-difluorophenyl(3-fluorooxetan-3-yl)methanamine